ethyl cumyl carbonate C(OCC)(OC(C)(C)C1=CC=CC=C1)=O